NC1=NC2=C3C(=CC=C2C(=N1)N)N(C=C3)CC3=C(C(=C(C=C3)C=3C(=CC=CC3)C#N)F)F 4'-((2,4-diamino-7H-pyrrolo[2,3-h]quinazolin-7-yl)methyl)-2',3'-difluoro-[1,1'-biphenyl]-2-carbonitrile